ClC1=C(C=NN1C1CCS(CC1)(=NCC)=O)NC1=NC=C(C(=N1)N1CCC(CC1)N(C)C)C(F)(F)F (1s,4s)-4-(5-chloro-4-((4-(4-(dimethylamino)piperidin-1-yl)-5-(trifluoromethyl)pyrimidin-2-yl)amino)-1H-pyrazol-1-yl)-1-(ethylimino)hexahydro-1λ6-thiopyran 1-oxide